BrC1=CC=C(OC(C(=O)NC2=CC(=CC=C2)C2=CSC(=C2)C2=NOC(N2)=O)(C)C)C=C1 2-(4-bromophenoxy)-2-methyl-N-(3-(5-(5-oxo-4,5-dihydro-1,2,4-oxadiazol-3-yl)thiophen-3-yl)phenyl)propanamide